The molecule is dianion of GDP-4-dehydro-6-deoxy-alpha-D-mannose arising from deprotonation of the phosphate OH groups; major species at pH 7.3. It has a role as a human metabolite. It is a conjugate base of a GDP-4-dehydro-6-deoxy-alpha-D-mannose. C[C@@H]1C(=O)[C@@H]([C@@H]([C@H](O1)OP(=O)([O-])OP(=O)([O-])OC[C@@H]2[C@H]([C@H]([C@@H](O2)N3C=NC4=C3N=C(NC4=O)N)O)O)O)O